CC1=C(OC2=C(C1=O)C=C(C=C2[C@@H](C)NC=2C(=NC=CC2)C2=NOC(N2C)=O)C)C2=CC=CC=C2 3-[3-[[(1R)-1-(3,6-dimethyl-4-oxo-2-phenyl-benzopyran-8-yl)ethyl]amino]-2-pyridinyl]-4-methyl-1,2,4-oxadiazol-5-one